ClC1=NC=C(C(=N1)NCCCCC)C(=O)N 2-chloro-4-(n-pentylamino)pyrimidin-5-carboxamide